C(C)OC1=CC=C(C=C1)C1=CC=2C(=[N+](C=CC2)[O-])N1 2-(4-ethoxyphenyl)-1H-pyrrolo[2,3-b]pyridine-7-oxide